C(CCCCCCC)NC(OC1=CC(=CC=C1)C=1C=NC=C(C1)C=1OC=NN1)=O 3-(5-(1,3,4-oxadiazol-2-yl)pyridine-3-yl)phenyl octylcarbamate